ClCC[Si](C)(C)C (2-chloroethyl)-trimethyl-silane